(S)-2-((2S,3S)-2-((S)-3-(4-Hydroxyphenyl)-2-((S)-pyrrolidine-2-carboxamido)propanamido)-3-methylpentanamido)-5,5-dimethylhexanoic acid OC1=CC=C(C=C1)C[C@@H](C(=O)N[C@H](C(=O)N[C@H](C(=O)O)CCC(C)(C)C)[C@H](CC)C)NC(=O)[C@H]1NCCC1